C[C@H]1NC2(CN(C2)C(=O)OC(C)(C)C)CNC1 tert-butyl (R)-6-methyl-2,5,8-triazaspiro[3.5]nonane-2-carboxylate